3',4',5,7-tetrahydroxy-8-(3-hydroxy-3-methylbutyl)-isoflavone OC=1C=C(C2=COC3=C(C(=CC(=C3C2=O)O)O)CCC(C)(C)O)C=CC1O